C1(CCCC1)N1[C@@H](C(N(C=2C=NC(=NC12)NC1=C(C=C(C(=O)NC2CCN(CC2)CCCC2CCN(CC2)C(=O)OC(C)(C)C)C=C1)OC)C)=O)CC tert-butyl 4-[3-[4-[[4-[[(7R)-8-cyclopentyl-7-ethyl-5-methyl-6-oxo-7H-pteridin-2-yl]amino]-3-methoxy-benzoyl]amino]-1-piperidyl]propyl]piperidine-1-carboxylate